CC1N(CCOC1)C1=CC(NC(=C1)C1=C(C=C(C=C1)S(=O)(=O)C)C(F)(F)F)=O 4-(3-methylmorpholin-4-yl)-6-[4-methylsulfonyl-2-(trifluoromethyl)phenyl]-1H-pyridin-2-one